N-(8-chloro-2,7-naphthyridin-3-yl)cyclopropanecarboxamide ClC=1N=CC=C2C=C(N=CC12)NC(=O)C1CC1